(1-Methyl-4,10-dihydrobenzo[b]pyrazolo[3,4-e][1,4]diazepin-5(1H)-yl)(m-tolyl)methanone CN1N=CC2=C1NC1=C(N(C2)C(=O)C=2C=C(C=CC2)C)C=CC=C1